N4,1-dimethyl-N3-(3-(1-methyl-1H-pyrazol-4-yl)isoquinolin-8-yl)-1H-pyrazole-3,4-dicarboxamide CNC(=O)C=1C(=NN(C1)C)C(=O)NC=1C=CC=C2C=C(N=CC12)C=1C=NN(C1)C